COC(C(C)OC1=CC(=C(C=C1)C1=NC(=NC(=N1)C1=CC=C(C=C1)C1=CC=CC=C1)C1=CC=C(C=C1)C1=CC=CC=C1)O)=O.BrC1=C(C=CC=C1)C1=C(C(=CC(=C1)C(C)(C)C)C12CC3CC(CC(C1)C3)C2)OCOC 1-(2'-Bromo-5-(tert-butyl)-2-(methoxymethoxy)-[1,1'-biphenyl]-3-yl)adamantane methyl-2-[4-[4,6-bis(4-phenylphenyl)-1,3,5-triazin-2-yl]-3-hydroxy-phenoxy]propanoate